C(C)(C)(C)OC(=O)N1CCC(CC1)(F)C(CC)(O)C=1C=C(C(=C(C(=O)O)C1)C(C1=CC=C(C=C1)Cl)=O)F (-)-5-(1-(1-(tert-butoxycarbonyl)-4-fluoropiperidin-4-yl)-1-hydroxypropyl)-2-(4-chlorobenzoyl)-3-fluorobenzoic acid